magnesium chloroethoxymagnesium ClCCO[Mg].[Mg]